C1(CC1)CNC(COC=1C=2N(C=C(C1)OC)N=C(C2)C=2N=C1SC(=NN1C2)OC)=O N-(cyclopropylmethyl)-2-((6-methoxy-2-(2-methoxyimidazo[2,1-b][1,3,4]thiadiazol-6-yl)pyrazolo[1,5-a]pyridin-4-yl)oxy)acetamide